(S)-N-(thieno[3,2-b]pyridin-5-ylmethyl)-4-(2-(4-(trifluoromethyl)phenyl)-2H-pyrazolo[3,4-d]pyrimidin-4-yl)piperazine-2-carboxamide S1C=CC2=NC(=CC=C21)CNC(=O)[C@H]2NCCN(C2)C=2C=1C(N=CN2)=NN(C1)C1=CC=C(C=C1)C(F)(F)F